2-(4-chloro-3-(N-cyclopropylaminosulfonyl)-5-fluoroquinolin-7-yl)-5-cyanobenzamide ClC1=C(C=NC2=CC(=CC(=C12)F)C1=C(C(=O)N)C=C(C=C1)C#N)S(=O)(=O)NC1CC1